ethyl 5-(4-chlorophenyl)-1,3,4-oxadiazole-2-carboxylate ClC1=CC=C(C=C1)C1=NN=C(O1)C(=O)OCC